(4R)-N-(3-bromo-2-methyl-phenyl)-4-[(2R)-2-(hydroxymethyl)-1-piperidyl]-4,5,6,7-tetrahydropyrazolo[1,5-a]pyridine-2-carboxamide BrC=1C(=C(C=CC1)NC(=O)C1=NN2C([C@@H](CCC2)N2[C@H](CCCC2)CO)=C1)C